methyl-N-phenyl-pyrazol-4-amine CC1=NNC=C1NC1=CC=CC=C1